N-(5-((6-methyl-3,6-diazabicyclo[3.2.0]heptan-3-yl)methyl)pyridin-2-yl)pyrimidin CN1C2CN(CC2C1)CC=1C=CC(=NC1)N1CN=CC=C1